9-Hydroxy-heptacosanoic acid OC(CCCCCCCC(=O)O)CCCCCCCCCCCCCCCCCC